ClC1=CC=C2C(=C(NC2=C1Cl)C1=NNC=N1)C=1C=NN(C1)C1OCCCC1 6,7-dichloro-3-(1-(tetrahydro-2H-pyran-2-yl)-1H-pyrazol-4-yl)-2-(1H-1,2,4-triazol-3-yl)-1H-indole